C1CC12CCN(CC2)C2=C(C(=O)NC1=CC=CC3=CC(=CC=C13)OC)C=CC(=C2)I 2-{6-azaspiro[2.5]oct-6-yl}-4-iodo-N-(6-methoxynaphthalen-1-yl)benzamide